7-{4-[1-(2,6-dioxopiperidin-3-yl)-3-methyl-2-oxo-1,3-benzodiazol-5-yl]phenyl}-2,7-diazaspiro[4.4]nonane-2-carboxylic acid tert-butyl ester C(C)(C)(C)OC(=O)N1CC2(CC1)CN(CC2)C2=CC=C(C=C2)C2=CC1=C(N(C(N1C)=O)C1C(NC(CC1)=O)=O)C=C2